5-(((Trans-3-(4-cyclopropyl-3-(6-methylpyridin-2-yl)-1H-pyrazol-1-yl)cyclobutyl)methyl)amino)-2-(2,6-dioxopiperidin-3-yl)isoindoline-1,3-dione C1(CC1)C=1C(=NN(C1)[C@@H]1C[C@H](C1)CNC=1C=C2C(N(C(C2=CC1)=O)C1C(NC(CC1)=O)=O)=O)C1=NC(=CC=C1)C